C1(CC1)COC1=C(C=CC(=N1)C(=O)N[C@@H](COCCF)CC(C)C)N1CC(C1)OC 6-(cyclopropylmethoxy)-N-[(2R)-1-(2-fluoroethoxy)-4-methylpentan-2-yl]-5-(3-methoxyazetidin-1-yl)pyridine-2-carboxamide